(1H-indol-3-yl)(6-(trifluoromethyl)-1H-benzo[d]imidazol-2-yl)methanone N1C=C(C2=CC=CC=C12)C(=O)C1=NC2=C(N1)C=C(C=C2)C(F)(F)F